C(C)OC(C(C)(OC1=C(C=C(C=C1)CN1CCN(CC1)C1=CC=C(C=C1)C(F)(F)F)C)C)=O 2-Methyl-2-(2-methyl-4-((4-(4-(trifluoromethyl)phenyl)piperazin-1-yl)methyl)phenoxy)propanoic acid ethyl ester